CN(CCCN1N=C2C=C(C=CC2=C1C1CCN(CC1)C(C=C)=O)C1=C(C=CC=C1)F)C 1-(4-(2-(3-(dimethylamino)propyl)-6-(2-fluorophenyl)-2H-indazol-3-yl)piperidin-1-yl)-2-propen-1-one